IC1=CN=NN1 5-iodotriazole